C(C)N(C(=O)C1=CC=C2N=CC=3N(C2=C1)C(=NC3C)C)CC3=NC=C(C=C3)C(F)(F)F N-ethyl-1,3-dimethyl-N-(5-(trifluoromethyl)pyridin-2-ylmethyl)imidazolo[1,5-a]quinoxalin-8-carboxamide